tert-butyl (R)-3-((4-((S)-2-(2-hydroxyphenyl)-5,6,6a,7,9,10-hexahydro-8H-pyrazino[1',2':4,5]pyrazino[2,3-c]pyridazin-8-yl)-[1,4'-bipiperidin]-1'-yl)methyl)piperidine-1-carboxylate OC1=C(C=CC=C1)C=1C=C2C(=NN1)NC[C@@H]1N2CCN(C1)C1CCN(CC1)C1CCN(CC1)C[C@@H]1CN(CCC1)C(=O)OC(C)(C)C